5-[7-(3,3-dimethylbutoxy)-1-fluoro-3-hydroxynaphthalen-2-yl]-1λ6,2,5-thiadiazolidine-1,1,3-trione CC(CCOC1=CC=C2C=C(C(=C(C2=C1)F)N1CC(NS1(=O)=O)=O)O)(C)C